ClC1=C(C=CC=C1Cl)C1=CC=C2C(C(COC2=C1)(C)C)NC(O[C@@H]1CN2CCC1CC2)=O (S)-quinuclidin-3-yl (7-(2,3-dichlorophenyl)-3,3-dimethylchroman-4-yl)carbamate